C1=CC(=C(C=C1C[C@@H](C(=O)O)N)O)O The molecule is an optically active form of dopa having L-configuration. Used to treat the stiffness, tremors, spasms, and poor muscle control of Parkinson's disease It has a role as a prodrug, a hapten, a neurotoxin, an antiparkinson drug, a dopaminergic agent, an antidyskinesia agent, an allelochemical, a plant growth retardant, a human metabolite, a mouse metabolite and a plant metabolite. It is a dopa, a L-tyrosine derivative and a non-proteinogenic L-alpha-amino acid. It is a conjugate acid of a L-dopa(1-). It is an enantiomer of a D-dopa. It is a tautomer of a L-dopa zwitterion.